EpoxyEpoxycresol C1(=C2C(=C3C(=C1O)O3)O2)C